2-bromoimidazolate BrC=1[N-]C=CN1